FC1(CCN(CCC1)C1=NC2=CC(=CC=C2C=C1C(=O)NC1=CC(=CC=C1)C(C)(C)O)F)F 2-(4,4-difluoroazepan-1-yl)-7-fluoro-N-(3-(2-hydroxypropan-2-yl)phenyl)quinoline-3-carboxamide